CN(C)CC1=C(C=CC=N1)N1CCC(CC1)(COC)O 6-((dimethylamino)methyl)-5-(4-hydroxy-4-(methoxymethyl)piperidin-1-yl)pyridin